Trifluoroacetyl-L-lysine FC(C(=O)N[C@@H](CCCCN)C(=O)O)(F)F